C(C1=CC=CC=C1)(=O)[O-].CC1=C(C=NC(=C1)C)[C@H]1[NH+](CCC1)C (2S)-2-(4,6-dimethylpyridin-3-yl)-1-methylpyrrolidin-1-ium benzoate